C1(CC1)COC1=CC(=C2C(NC(=NC2=C1)CSC1CCN(CC1)CCN1CCN(CC1)C=1C=2C3=C(C(N(C3=CC1)C1C(NC(CC1)=O)=O)=O)C=CC2)=O)F 3-(6-(4-(2-(4-(((7-(cyclopropylmethoxy)-5-fluoro-4-oxo-3,4-dihydroquinazolin-2-yl)methyl)thio)piperidin-1-yl)ethyl)piperazin-1-yl)-2-oxobenzo[cd]indol-1(2H)-yl)piperidine-2,6-dione